1-(4-chloro-phenyl)-1H-pyrazole ClC1=CC=C(C=C1)N1N=CC=C1